N-(4-((3S,5R)-3-amino-5-(trifluoromethyl)piperidin-1-yl)pyridin-3-yl)-2,2',6,6'-Tetrafluoro-4'-morpholino-[1,1'-biphenyl]-3-carboxamide dihydrochloride Cl.Cl.N[C@@H]1CN(C[C@@H](C1)C(F)(F)F)C1=C(C=NC=C1)NC(=O)C=1C(=C(C(=CC1)F)C1=C(C=C(C=C1F)N1CCOCC1)F)F